N-[2-(2-oxo-1-imidazolidinyl)ethyl]-N'-phenylurea O=C1N(CCN1)CCNC(=O)NC1=CC=CC=C1